FC(C(=O)O)(F)F.FC(C(=O)O)(F)F.NCC(CC=1N(C(NN1)=O)C1=NC=C(N=C1)C1=CC=C(C=C1)N1CCNCC1)=C(F)F [2-(aminomethyl)-3,3-difluoro-allyl]-4-[5-(4-piperazin-1-ylphenyl)pyrazin-2-yl]-1,2,4-triazol-3-one bistrifluoroacetate salt